heptadecan-9-yl 8-((3-(1-methylcyclopropane-1-carbothioamido)propyl)(8-oxo-8-(undecan-3-yloxy)octyl)amino)octanoate CC1(CC1)C(NCCCN(CCCCCCCC(=O)OC(CCCCCCCC)CCCCCCCC)CCCCCCCC(OC(CC)CCCCCCCC)=O)=S